ClC1=C(N=C2C=C(C(=NC2=C1N[C@@H](C)C1=C(C(=C(C=C1)F)F)F)C=1C=CC(=NC1)P(C)(C)=O)F)C (S)-(5-(7-chloro-3-fluoro-6-methyl-8-((1-(2,3,4-trifluorophenyl)ethyl)amino)-1,5-naphthyridin-2-yl)pyridin-2-yl)dimethylphosphine oxide